1-(2-fluorobenzyl)-5-hydroxy-1H-Pyrazole-3-carboxylic acid ethyl ester C(C)OC(=O)C1=NN(C(=C1)O)CC1=C(C=CC=C1)F